C1(=CC=CC=C1)[C@H]1CC[C@H](CC1)O Cis-4-phenylcyclohexan-1-ol